boc-pyrrolidine-3-carboxylic acid C(=O)(OC(C)(C)C)N1CC(CC1)C(=O)O